C1(CC1)COC1=NN(C=C1C(=O)OCC1CC1)C cyclopropylmethyl 3-(cyclopropylmethoxy)-1-methyl-1H-pyrazole-4-carboxylate